ClC1=CC=C(C=C1)C=1C=C2C(=NC1)NCN2CC(C=2SC=CC2)=O 6-(4-chlorophenyl)-1-[2-oxo-2-(2-thienyl)ethyl]-3H-imidazo[4,5-b]Pyridine